(4-bromobenzyl)-N-tosylglycinoyl chloride BrC1=CC=C(CN(CC(=O)Cl)S(=O)(=O)C2=CC=C(C)C=C2)C=C1